4-(5-(3-phenylpiperazin-1-yl)-2-(pyridin-4-yl)pyrazolo[1,5-a]pyrimidin-7-yl)morpholine C1(=CC=CC=C1)C1CN(CCN1)C1=NC=2N(C(=C1)N1CCOCC1)N=C(C2)C2=CC=NC=C2